CC1=C(C2=C(S1)C=CC=C2)C=2C=C(SC2)C(CCC(=O)O)=O 4-(4-(2-methylbenzo[b]thiophen-3-yl)thiophen-2-yl)-4-oxobutanoic acid